N-(4'-((2-(2-oxabicyclo[2.1.1]hex-4-yl)-6-methylpyrimidin-4-yl)amino)-5-morpholino-[2,3'-bipyridin]-6'-yl)acetamide C12OCC(C1)(C2)C2=NC(=CC(=N2)NC2=C(C=NC(=C2)NC(C)=O)C2=NC=C(C=C2)N2CCOCC2)C